[C@H]12N(C[C@H](CC1)C2)CC(=O)NC=2C=C(C(=NC2)C)NC(=O)C=2C=NN1C2C=NC(=C1)C=1C=NN2C1OCCC2 N-(5-(2-((1S,4R)-2-azabicyclo[2.2.1]heptan-2-yl)acetamido)-2-methylpyridin-3-yl)-6-(6,7-dihydro-5H-pyrazolo[5,1-b][1,3]oxazin-3-yl)pyrazolo[1,5-a]pyrazine-3-carboxamide